BrC1=CC=C(CN(C(=O)[C@H]2CN(CCC2)C=2C=C(C(=O)N3CCN(CC3)C(=O)OC(C)(C)C)C=CC2)C2CC2)C=C1 tert-butyl (R)-4-(3-(3-((4-bromobenzyl)(cyclopropyl)carbamoyl)piperidin-1-yl)benzoyl)piperazine-1-carboxylate